2-(3-fluoro-2-(trifluoromethyl)phenyl)-N-(4-(1-methyl-4-(trifluoromethyl)-1H-imidazol-2-yl)benzyl)-9-(tetrahydro-2H-pyran-2-yl)-9H-purin-6-amine FC=1C(=C(C=CC1)C1=NC(=C2N=CN(C2=N1)C1OCCCC1)NCC1=CC=C(C=C1)C=1N(C=C(N1)C(F)(F)F)C)C(F)(F)F